C(CCCCCCCCCCCCCCCCC)(=O)OCCOC(CCCCCCCCCCCCCCCCC)=O ethylene glycol distearat